N-[(5-chlorothiophen-2-yl)methyl]-1-(2,6-dimethylcyclohexanecarbonyl)-3-(piperidin-4-yl)-1H-pyrazol-5-amine ClC1=CC=C(S1)CNC1=CC(=NN1C(=O)C1C(CCCC1C)C)C1CCNCC1